diethyl(3-propoxy)silane C(C)[SiH](OCCC)CC